N-octadecyl-2-methyl-3-t-butylcarbonyloxy-pyridin-4-one C(CCCCCCCCCCCCCCCCC)N1C(=C(C(C=C1)=O)OC(=O)C(C)(C)C)C